2-[1-(4-chlorophenyl)-1H-pyrazol-4-yl]acetic acid ClC1=CC=C(C=C1)N1N=CC(=C1)CC(=O)O